COC1=NC=C(C(=N1)OC)C=1C=C(C=2N(N1)C=CN2)[C@@H]2[C@H](C2)C2=NC=C(C=C2)C(F)(F)F 6-(2,4-dimethoxypyrimidin-5-yl)-8-[(1S,2S)-2-[5-(trifluoromethyl)-2-pyridyl]cyclopropyl]imidazo[1,2-b]pyridazine